Cl.FC(C1=CC=C(C=C1)C1C(CCCC1)=O)(F)F 2-(4-(trifluoromethyl)phenyl)cyclohexane-1-one hydrochloride